(2S)-2-amino-3-{5-[2-(2-ethoxyethoxy)ethoxy]pyridin-2-yl}propan-1-ol hydrogen chloride Cl.N[C@H](CO)CC1=NC=C(C=C1)OCCOCCOCC